N(N)S(=O)(=O)C1=CC=C(C(=O)O)C=C1 4-(hydrazinosulfonyl)benzoic acid